C12(C3(CCCC3C(CC1)C2)CO)CO Tricyclo[5.2.1.02,6]decandimethanol